FC(S(=O)(=O)O[Si](C)(C)C(C)(C)C)(F)F tertiary butyldimethylsilyl trifluoromethanesulfonate